FC1=CC=C(C=C1)C=1N=CN(C1C1=CC(=NC=C1)NC(C(C)(C)C)=O)CC(=O)N1CCOCC1 N-{4-[4-(4-fluorophenyl)-1-[2-(morpholin-4-yl)-2-oxoethyl]-1H-imidazol-5-yl]pyridin-2-yl}-2,2-dimethylpropionamide